OC1=C(C=CC2=CC=CC=C12)C(=O)NC1CCNCC1 1-hydroxy-N-(piperidin-4-yl)naphthalene-2-carboxamide